[N+](=O)([O-])C1=CC=C(COC(=O)[C@](N)(CCCCNC(=O)N2C(CC2)=O)C(=O)O)C=C1 2-(((4-nitrobenzyl)oxy)carbonyl)-N6-(2-oxoazetidine-1-carbonyl)-L-lysine